4-(2-cyano-6-methoxyphenyl)-N-(5-(5-(difluoromethyl)-1H-pyrazol-1-yl)-1,3,4-thiadiazol-2-yl)-3-(2-methoxyethoxy)-2-oxo-2H-pyran-6-carboxamide C(#N)C1=C(C(=CC=C1)OC)C1=C(C(OC(=C1)C(=O)NC=1SC(=NN1)N1N=CC=C1C(F)F)=O)OCCOC